OC[C@H]1CN(C[C@@H]1C)C(=O)NC1=CC(=CC=C1)[C@@H](CC1=NN=CN1C)C (3R,4R)-3-(hydroxymethyl)-4-methyl-N-(3-((R)-1-(4-methyl-4H-1,2,4-triazol-3-yl)propan-2-yl)phenyl)pyrrolidine-1-carboxamide